ClC=1C=C(C=CC1)C(C(C1=CC=CC=C1)OC(N[C@H](C(=O)N[C@H](CO)C[C@H]1C(NCC1)=O)CC1=CC(=C(C=C1)Cl)Cl)=O)(C)C ((S)-3-(3,4-dichlorophenyl)-1-(((S)-1-hydroxy-3-((S)-2-oxopyrrolidin-3-yl)propan-2-yl)amino)-1-oxopropan-2-yl)carbamic acid 2-(3-chlorophenyl)-2-methyl-1-phenylpropyl ester